(2R)-2-hydroxypropionic acid 2-[1-(3,3-dimethyl-1-cyclopenten-1-yl) ethoxy]-2-methylpropyl ester CC1(C=C(CC1)C(C)OC(COC([C@@H](C)O)=O)(C)C)C